COC1=C(C(=CC=C1)OC)N1C(=NC=2C1=NC(=CN2)NS(=O)(=O)C2CC(C2)O)C2=NC(=CC=C2)OCC N-(1-(2,6-dimethoxyphenyl)-2-(6-ethoxypyridin-2-yl)-1H-imidazo[4,5-b]pyrazin-6-yl)-3-hydroxycyclobutane-1-sulfonamide